C(C)(C)(C)OC(=O)N1CCC(CC1)=C(C1=CC=CC=C1)C1=CC=C(C=C1)S(=O)(=O)C 4-[(4-methylsulfonylphenyl)-phenyl-methylene]Piperidine-1-carboxylic acid tert-butyl ester